(R)-N-(4-((4-cyclohexylphenyl)amino)cyclohexyl)-2-oxoimidazolidine-4-carboxamide C1(CCCCC1)C1=CC=C(C=C1)NC1CCC(CC1)NC(=O)[C@@H]1NC(NC1)=O